CC(CN)N1CCOCC1 3-(4-morpholino)-1-propylamine